ClCC1=C(N=C(S1)C)C 5-(chloromethyl)-2,4-dimethyl-thiazole